C(#N)COC1=CC(=NC(=C1)S(=O)(=O)C)NC1=CC(=NC=C1C1=NN(C=C1)C)NC(C)=O N-(4-((4-(cyanomethoxy)-6-(methylsulfonyl)pyridin-2-yl)amino)-5-(1-methyl-1H-pyrazol-3-yl)pyridin-2-yl)acetamide